N1C=CC=CC=CC2=C1C=CC=C2 benzoazonine